O[C@H]1[C@@H](O)[C@@H](O)[C@H](O)[C@H](O1)C(=O)[O-].[Na+] sodium beta-D-mannuronate